C(C)(C)(C)OC(=O)N1CC2=C(CC1)NC=N2 1,4,6,7-tetrahydro-5H-imidazo[4,5-c]Pyridine-5-carboxylic acid tert-butyl ester